C\C(\C(\CC)=N\NC(NC(C)(C)C)=S)=N/NC(NC(C)(C)C)=S (2E,2'E)-2,2'-(pentane-2,3-diylidene)bis(N-(tert-butyl)hydrazine-1-carbothioamide)